ClC=1N=C2C(=NC1)N(C(=C2C(=O)N2CC(CCC2)COC2=C(C=CC=C2)C)C2=CC=CC=C2)C (2-chloro-5-methyl-6-phenyl-5H-pyrrolo[2,3-b]pyrazin-7-yl)(3-((o-tolyloxy)methyl)piperidin-1-yl)methanone